7-Bromo-2,4-dichloropyrido[2,3-d]pyrimidine BrC=1C=CC2=C(N=C(N=C2Cl)Cl)N1